2-bromo-4-(2,3,4-trifluorophenyl)-6,7-dihydro-5H-[1,2,4]triazolo[1,5-a]pyrimidine BrC1=NN2C(N(CCC2)C2=C(C(=C(C=C2)F)F)F)=N1